C(C)(C)(C)C1=CC(=NC(=C1)Cl)N1C(OC[C@H]1C(=O)N(C)C1=CC(=C(C=C1)F)Cl)=O (S)-3-(4-(tert-butyl)-6-chloropyridin-2-yl)-N-(3-chloro-4-fluorophenyl)-N-methyl-2-oxooxazolidine-4-carboxamide